1-(2-dimethylaminoethyl)-5-mercapto-1,2,3,4-tetrazole CN(CCN1N=NN=C1S)C